C(C1=CC=CC=C1)N1C(=CC(=C1)C1=C(C=CC(=C1)F)F)[C@@H](C1CCCCC1)N(CCCNC(OCC[Si](C)(C)C)=O)C(CCl)=O 2-(trimethylsilyl)ethyl (3-{[(R)-[1-benzyl-4-(2,5-difluorophenyl)-1H-pyrrol-2-yl](cyclohexyl)methyl](chloroacetyl)amino}propyl)carbamate